2-bromo-7-oxo-5-(4-phenoxyphenyl)-4,7-dihydropyrazolo[1,5-a]Pyrimidine-3-carboxylic acid ethyl ester C(C)OC(=O)C=1C(=NN2C1NC(=CC2=O)C2=CC=C(C=C2)OC2=CC=CC=C2)Br